C(=O)(O)C(CC(=O)O)N[C@@H](CC(=O)O)C(=O)O N-(1,2-dicarboxyethyl)aspartic acid